C(C)(C)OC1=CC=C(C(=O)NC=2C=CC=C3C(=CC=NC23)C=2C=NNC2C)C=C1 4-isopropoxy-N-(4-(5-methyl-1H-pyrazol-4-yl)quinolin-8-yl)benzamide